COC(=O)C=1N=C(SC1C=O)Br bromo-5-formylthiazole-4-carboxylic acid methyl ester